rac-spiro[bicyclo[2.2.1]heptane-2,1'-cyclopentan]-3-amine C12(CCCC1)C1CCC(C2N)C1